6-(4-Amino-2,6-dichloro-3-methyl-phenoxy)-4-isopropyl-2H-pyridazin-3-one NC1=C(C(=C(OC=2C=C(C(NN2)=O)C(C)C)C(=C1)Cl)Cl)C